Cl.CO[C@@H]1CN(CC1)C1=CC(=NC(=N1)C1=CC=CC=C1)C(=O)N[C@H](C(=O)N1CCN(CC1)C(=O)O)CP(=O)(O)O 4-((R)-2-{[6-((S)-3-methoxy-pyrrolidin-1-yl)-2-phenyl-pyrimidine-4-carbonyl]-amino}-3-phosphono-propionyl)-piperazine-1-carboxylate hydrochloride